C(C)(C)(C)OC(=O)N[C@H](C(=O)OC(C)(C)C)CC(C(=O)OC)=C 1-tert-butyl 5-methyl (2S)-2-[(tert-butoxycarbonyl) amino]-4-methyleneglutarate